FC1=CC(=C2C(=N1)N(CC2)C(NC=2C=C(C=1N(C2)C=C(N1)C)F)=O)N1CC(N(CC1)C(=O)OCC1=CC=CC=C1)(C)C benzyl 4-(6-fluoro-1-((8-fluoro-2-methylimidazo[1,2-a]pyridin-6-yl)carbamoyl)-2,3-dihydro-1H-pyrrolo[2,3-b]pyridin-4-yl)-2,2-dimethylpiperazine-1-carboxylate